7-(3,3,8-trimethyl-2,3-dihydro-1H-pyrido[2,3-b][1,4]oxazin-7-yl)quinazoline-2,5-diamine CC1(CNC2=C(O1)N=CC(=C2C)C=2C=C(C=1C=NC(=NC1C2)N)N)C